ClC=1C=C2C(=CC1)NC(C21CCN(CC1)CCOC=1C=CC(=NC1)S(=O)(=O)C1(CC1)C(=O)OC)=O methyl 1-{[5-(2-{5-chloro-2-oxo-1,2-dihydrospiro[indole-3,4'-piperidin]-1'-yl}ethoxy)pyridin-2-yl]sulfonyl}cyclopropane-1-carboxylate